methionine-methyl ester COC([C@@H](N)CCSC)=O